(S,E)-9-ethyl-5-fluoro-9-hydroxy-3-(hydroxyimino)-2,3,12,15-tetrahydro-1H-pyrano[3',4':6,7]indolizino[2,1-b]pyrido[3,2,1-ij]quinoline-7,10,13(9H)-trione C(C)[C@]1(C(OCC=2C(N3CC=4N5C6=C(C=C(C=C6C(C4C3=CC21)=O)F)/C(/CC5)=N/O)=O)=O)O